1,2,3-benzotriazin-4(3H)-one selenide [N+]1(=NNC(C2=C1C=CC=C2)=O)[Se-]